(3S,4R)-4-(4-bromo-3-chloro-1-methyl-3H-pyrazol-5-yl)-N-(2,6-difluoro-3-pyridyl)-1-methyl-2-oxo-pyrrolidine-3-carboxamide BrC=1C(NN(C1[C@@H]1[C@H](C(N(C1)C)=O)C(=O)NC=1C(=NC(=CC1)F)F)C)Cl